tert-butyl-4-[4-[[[2-(2,6-dioxo-3-piperidyl)-1,3-dioxo-isoindolin-4-yl]amino]methyl]pyrazol-1-yl]-4-methyl-piperidine-1-carboxylate C(C)(C)(C)OC(=O)N1CCC(CC1)(C)N1N=CC(=C1)CNC1=C2C(N(C(C2=CC=C1)=O)C1C(NC(CC1)=O)=O)=O